(4-(4-(cyclopropylamino)-4-oxobutyl)-1-phenyl-1H-imidazol-2-yl)-3-(1-methyl-1H-pyrazol-4-yl)benzamide C1(CC1)NC(CCCC=1N=C(N(C1)C1=CC=CC=C1)C1=C(C(=O)N)C=CC=C1C=1C=NN(C1)C)=O